FC1=C2C(N(C(=NC2=CC=C1)C)C1C(NC(CC1)=O)=O)=O 3-(5-fluoro-2-methyl-4-oxoquinazolin-3(4H)-yl)piperidine-2,6-dione